6-octyloxymethoxy-1,3-dimethylhexylmagnesium bromide C(CCCCCCC)OCOCCCC(CC(C)[Mg]Br)C